CC=1C=CC(=C(C1)O)C1=NN=C(C=2N1C=C(C2)C)N[C@H]2CN(CCC2)C (R)-5-methyl-2-(7-methyl-1-((1-methylpiperidin-3-yl)amino)pyrrolo[1,2-d][1,2,4]triazin-4-yl)phenol